3-hydroxy-3-methylcyclobutane-1-carboxylic acid OC1(CC(C1)C(=O)O)C